CCC(C(=O)OCCCC=C)N(CC1=CC=CO1)C(=O)N2C=CN=C2 The molecule is a carboxylic ester obtained by formal condensation of the carboxy group of 2-[(2-furylmethyl)(imidazol-1-ylcarbonyl)amino]butanoic acid with the hydroxy group of pent-4-en-1-ol. It is a N-acylimidazole, a member of furans, a carboxylic ester and an olefinic compound.